N,N-bis(triethylsilyl)vinylaniline C(C)[Si](N(C1=C(C=CC=C1)C=C)[Si](CC)(CC)CC)(CC)CC